CN1N(C(C2=CC(=CC=C12)C(=O)O)=O)CCNC1=NC=CC2=CC=C(C=C12)C1=NOC(=N1)C 1-methyl-2-(2-{[7-(5-methyl-1,2,4-oxadiazol-3-yl)isoquinolin-1-yl]amino}ethyl)-3-oxo-2,3-dihydro-1H-indazole-5-carboxylic acid